5-chloro-N,N-dimethyl-7-(2,3,4-trifluorophenyl)thiazolo[4,5-d]pyrimidin-2-amine ClC=1N=C(C2=C(N1)N=C(S2)N(C)C)C2=C(C(=C(C=C2)F)F)F